CC1=CC=C(C=C1)S(=O)(=O)OC1=C(C=CC=C1)C1=C(C=CC2=CC=CC=C12)OC (-)-2-(2-Methoxynaphthalen-1-yl)phenyl 4-methylbenzenesulfonate